2-chloromethyl-4-methoxy-3,5-dimethyl-pyridine hydrochloride Cl.ClCC1=NC=C(C(=C1C)OC)C